3',4'-dibromo-2-hydroxy-4-isopentenyloxychalcone BrC=1C=C(C(/C=C/C2=C(C=C(C=C2)OCCC(=C)C)O)=O)C=CC1Br